C(C1=CC=CC=C1)N(C)CCCC1=CC(=C(C=C1)C1CCCCC1)Cl N-benzyl-N-methyl-[3-(3-chloro-4-cyclohexylphenyl)propyl]amine